[Si](C)(C)(C(C)(C)C)OC=1C=CC2=C(OC[C@@H](C(N2C)=O)NC(C(=O)OCC)=O)C1 ethyl (S)-2-((8-((tert-butyldimethylsilyl)oxy)-5-methyl-4-oxo-2,3,4,5-tetrahydrobenzo[b][1,4]oxazepin-3-yl)amino)-2-oxoacetate